CC(C)(C=C)O 2-methylbutan-3-en-2-ol